NC1=CC=C(C=C1)N1CCN(CC1)C(=O)C=1C=C(CN2C(NC(C3=C(C=CC=C23)F)=O)=O)C=CC1F 1-(3-{[4-(4-aminophenyl)piperazin-1-yl]carbonyl}-4-fluorobenzyl)-5-fluoroquinazoline-2,4(1H,3H)-dione